7-bromo-N-[5-(difluoromethoxy)-3-fluoro-6-methoxy-2-pyridinyl]imidazo[1,2-a]pyridine-3-sulfonamide BrC1=CC=2N(C=C1)C(=CN2)S(=O)(=O)NC2=NC(=C(C=C2F)OC(F)F)OC